C(#N)C=1C=C(CNC(CSC2=NN=NN2C2=CC=C(C(=O)O)C=C2)=O)C=CC1 4-(5-((2-((3-cyanobenzyl)amino)-2-oxoethyl)thio)-1H-tetrazol-1-yl)benzoic acid